2-(phenethylamino)cycloheptan-1-ol C(CC1=CC=CC=C1)NC1C(CCCCC1)O